C(C)N(C(C(=C)OC1=CC=C(C=C1)C)=O)CC=1SC=CC1 N-ethyl-N-(thiophen-2-ylmethyl)-2-(p-tolyloxy)propenamide